12-(1-Hydroxyethyl)-10-methyl-5,6-dihydro-8H-isoquinolino[1,2-b]quinazolin-8-one OC(C)C=1C=C(C=C2C(N3C(=NC12)C=1C=CC=CC1CC3)=O)C